tert-butyl (2-{3-[(tert-butoxycarbonyl)amino]-2-[(1,3-dioxo-1,3-dihydro-2H-isoindol-2-yl)methyl]propyl}benzyl)carbamate C(C)(C)(C)OC(=O)NCC(CC1=C(CNC(OC(C)(C)C)=O)C=CC=C1)CN1C(C2=CC=CC=C2C1=O)=O